[Si](C)(C)(C(C)(C)C)OC[C@H](N)C1=CC=C(C=C1)C#CC (R)-2-((tert-butyldimethylsilyl)oxy)-1-(4-(prop-1-yn-1-yl)phenyl)ethan-1-amine